Ethyl 5-(2-oxa-7-azaspiro[4.4]nonan-7-yl)pyrazolo[1,5-a]pyrimidine-3-carboxylate C1OCCC12CN(CC2)C2=NC=1N(C=C2)N=CC1C(=O)OCC